BrC=1C=CC(=NC1)C(C(F)(F)F)NC=O N-(1-(5-bromopyridin-2-yl)-2,2,2-trifluoroethyl)formamide